N-(ethoxycarbonyl)-N-ethylalanine ethyl ester C(C)OC([C@@H](N(CC)C(=O)OCC)C)=O